2-(6-morpholino-naphthalen-2-yl)spiro[3.3]heptane-2,6-diamine O1CCN(CC1)C=1C=C2C=CC(=CC2=CC1)C1(CC2(C1)CC(C2)N)N